cinnamyl-[2-mesityl-5-(2,4,6-triisopropylphenyl)imidazo[1,5-a]pyridin-3-ylidene]chloropalladium(II) C(C=CC1=CC=CC=C1)[Pd-2](Cl)=C1N(C=C2N1C(=CC=C2)C2=C(C=C(C=C2C(C)C)C(C)C)C(C)C)C2=C(C=C(C=C2C)C)C